CN1N=CC=2C1=NC(=CC2N2CC1=C(CC2)N(N=C1C)CC12CCC(CC1)(CC2)N2[C@H](COCC2)C)C (S)-4-(4-((5-(1,6-dimethyl-1H-pyrazolo[3,4-b]pyridin-4-yl)-3-methyl-4,5,6,7-tetrahydro-1H-pyrazolo[4,3-c]pyridin-1-yl)methyl)bicyclo[2.2.2]octan-1-yl)-3-methylmorpholine